NCCN(CCN1C(N(CC1)CCN(CCN(CC#N)CC#N)CCN(CC#N)CC#N)=O)CC#N 2,2',2'',2'''-((((2-(3-(2-((2-aminoethyl)(cyanomethyl)amino)ethyl)-2-oxoimidazolidin-1-yl)ethyl)azanediyl)bis(ethane-2,1-diyl))bis(azanetriyl))tetraacetonitrile